ethyl-trin-butoxysilane 9H-fluoren-9-ylmethyl-4-(2-chloro-3-sulfanylphenyl)piperazine-1-carboxylate C1=CC=CC=2C3=CC=CC=C3C(C12)COC(=O)N1CCN(CC1)C1=C(C(=CC=C1)S)Cl.C(C)[Si](OCCCC)(OCCCC)OCCCC